Tert-butyl (3S,4R)-3-hydroxy-4-methylpyrrolidine-1-carboxylate O[C@@H]1CN(C[C@H]1C)C(=O)OC(C)(C)C